2-bromo-2,2-difluoro-N-((4aS,9bR)-2-(3-(4-fluorophenoxy)propyl)-2,3,4,4a,5,9b-hexahydro-1H-pyrido[4,3-b]indol-6-yl)acetamide BrC(C(=O)NC1=CC=CC=2[C@H]3[C@@H](NC12)CCN(C3)CCCOC3=CC=C(C=C3)F)(F)F